FC=1C=C(C=C(C1)CCN[C@@H]([C@H]1CNC2=C(N1)N=CC=C2)C2=CC=CC=C2)CC(=O)O 2-(3-fluoro-5-(2-(((R)-phenyl((R)-1,2,3,4-tetrahydropyrido[2,3-b]pyrazin-3-yl)methyl)amino)ethyl)phenyl)acetic acid